(3-aminocyclobutyl-3-d)-4-chlorobenzonitrile NC1(CC(C1)C1=C(C#N)C=CC(=C1)Cl)[2H]